Methanol-d4 benzyl-4-((2R)-3-((7-(2,4-difluorophenyl)-4-hydroxy-2-oxo-6-(trifluoromethyl)-1,2-dihydroquinazolin-8-yl)thio)-2-hydroxypropyl)-5,6-dihydropyridine-1(2H)-carboxylate C(C1=CC=CC=C1)OC(=O)N1CC=C(CC1)C[C@H](CSC=1C(=C(C=C2C(=NC(NC12)=O)O)C(F)(F)F)C1=C(C=C(C=C1)F)F)O.C(O[2H])([2H])([2H])[2H]